3-bromo-N-(2-cyanoethyl)-5-methylbenzenesulfonamide BrC=1C=C(C=C(C1)C)S(=O)(=O)NCCC#N